BrC1=CC(=CC2=C1NC(=N2)C(F)F)C(=O)NC2=CC=C(C=C2)OC(F)(F)Cl (R)-7-bromo-N-(4-(chlorodifluoromethoxy)phenyl)-2-(difluoromethyl)-1H-benzo[d]imidazole-5-carboxamide